NC1=NC(=NS1)/C(/C(=O)NC1C2SCC=C(N2C1=O)C(=O)[O-])=N/OC(C)(C)C(=O)O 7-({(2Z)-2-(5-amino-1,2,4-thiadiazol-3-yl)-2-[(1-carboxy-1-methylethoxy) imino] acetyl} amino)-8-oxo-5-thia-1-azabicyclo[4.2.0]oct-2-ene-2-carboxylate